3-{4-[(3,5-dimethoxyphenyl)sulfamoyl]phenyl}-1-(pyridin-3-ylmethyl)urea COC=1C=C(C=C(C1)OC)NS(=O)(=O)C1=CC=C(C=C1)NC(NCC=1C=NC=CC1)=O